C(\C=C\C(=O)[O-])(=O)OC1CCC(CC1)C(C)(C)C (4-tert-butylcyclohexyl) fumarate